ClC1=CC=C(C(=C1C(=O)NC)O)NC1=C(C(C1=O)=O)N[C@@H](C1=NC=CC=C1C)C1(CCCC1)C (R)-6-chloro-2-hydroxy-N-methyl-3-((2-(((1-methylcyclopentyl)(3-methylpyridin-2-yl)methyl)amino)-3,4-dioxocyclobut-1-en-1-yl)amino)benzamide